N~2~-[1-(2,2-difluoroethyl)-1H-pyrazol-4-yl]-6-fluoro-7-(8-methyl-2,3-dihydro-1H-pyrido[2,3-b][1,4]oxazin-7-yl)quinazoline-2,5-diamine FC(CN1N=CC(=C1)NC1=NC=2C=C(C(=C(C2C=N1)N)F)C1=C(C2=C(OCCN2)N=C1)C)F